C1=2C3=NN=NN3N=CC2CCC1 pentazatricyclo[7.3.0.02,6]dodeca-1(9),2,4,7-tetraene